(1,3-phenylene)bismaleimide Cadmium-calcium [Ca].[Cd].C1(=CC(=CC=C1)C=1C(=O)NC(C1)=O)C=1C(=O)NC(C1)=O